4-bromobenzenesulfonate BrC1=CC=C(C=C1)S(=O)(=O)[O-]